C(CCCCCCCCCCC)N1CCN(CC1)CCCCC(CO)O 6-(4-dodecyl-1-piperazinyl)-1,2-hexanediol